S(=O)(=O)(O)O.N1=C(C=CC=C1)C=1C(=NC=CC1)C(N)=S (pyridin-2-yl)pyridin-2-thioamide sulfate